tetramethyl-16-(3-(trifluoromethoxy)benzyl)-1,4,7,11,14-pentaazacyclooctadecane CC1C(N(CCC(CNCCNCCCNCCN1)CC1=CC(=CC=C1)OC(F)(F)F)C)(C)C